C1=CC=C(C=2OC3=CC=CC=C3SC12)S(=O)(=O)C1=CC=C(C=C1)CNC(=O)C=1C=CC=2N(C1)C=CN2 N-{[4-(phenoxathiine-4-sulfonyl)phenyl]methyl}imidazo[1,2-a]pyridine-6-carboxamide